C12(CC(C1)C2)N2C(=NC1=C2C=C(C=C1)C(C)(C)O)NC([C@H](C(C)(C)C)C)=O (S)-N-(1-(bicyclo[1.1.1]pentan-1-yl)-6-(2-hydroxypropan-2-yl)-1H-benzo[d]imidazol-2-yl)-2,3,3-trimethylbutanamide